N-(3-amino-1-methyl-propyl)-5-[4-(trifluoromethyl)phenoxy]Naphthalene-2-carboxamide NCCC(C)NC(=O)C1=CC2=CC=CC(=C2C=C1)OC1=CC=C(C=C1)C(F)(F)F